C(CCCCC)C1=C(SC=C1)C1=CC=C(C=C1)C=1OC2=C(C1)C=CC(=C2)C=O 2-[4-(3-hexyl-2-thienyl)phenyl]benzofuran-6-carbaldehyde